ClC=1C=CC(=NC1)[C@@H](C1(CCN(CC1)C(=O)OC(C)(C)C)O)C1CC1 tert-butyl 4-[(S)-(5-chloro-2-pyridyl)-cyclopropyl-methyl]-4-hydroxy-piperidine-1-carboxylate